C(C)(C)(C)OC(OC(C)(C)C)=O di-tert-butylcarbonate